BrC1=NN(C=2CCC(CC12)C(=O)[O-])C1CCOCC1 3-bromo-1-(tetrahydro-2H-pyran-4-yl)-4,5,6,7-tetrahydro-1H-indazole-5-carboxylate